4-methyl-3-(5-((2R,5S)-5-methylpiperidin-2-yl)benzo[d]thiazol-2-yl)morpholine CN1C(COCC1)C=1SC2=C(N1)C=C(C=C2)[C@@H]2NC[C@H](CC2)C